(1R,2S,10S,11S,13R,14R,15S,17S)-14-(2-Aminoacetyl)-1-fluoro-14,17-dihydroxy-2,13,15-trimethyltetracyclo[8.7.0.02,7.011,15]heptadeca-3,6-dien-5-one trifluoroacetate FC(C(=O)O)(F)F.NCC(=O)[C@]1([C@@H](C[C@H]2[C@@H]3CCC4=CC(C=C[C@@]4([C@]3([C@H](C[C@]12C)O)F)C)=O)C)O